NC1=C(C2=CC=CC=C2C=C1)CCNC(OC(C)(C)C)=O tert-butyl (2-(2-aminonaphthalen-1-yl)ethyl)carbamate